C(CC=C)N1C=NC2=CC(=CC=C2C1=O)OC 3-(but-3-enyl)-7-methoxyquinazolin-4(3H)-one